ClCCN(C(N[N+](=O)[O-])=O)CCCl bis-chloroethyl-nitrourea